(S)-N-(1-isopropyl-6-methoxy-1H-benzo[d]imidazol-2-yl)-2,3-dimethylbutanamide C(C)(C)N1C(=NC2=C1C=C(C=C2)OC)NC([C@H](C(C)C)C)=O